(3-cyano-3-hydroxypropyl)-methyl-hypophosphorous acid C(#N)C(CCP(=O)(O)C)O